C(C)(C)(C)SSCSCCC(=O)O 3-[[[(t-butyl)thio]thiomethyl]thio]propionic acid